1-(2-fluorophenyl)-3-methyl-1H-indazole-5-carbaldehyde FC1=C(C=CC=C1)N1N=C(C2=CC(=CC=C12)C=O)C